(S)-(2,7-Dimethyl-3-(1-methyl-3-(trifluoromethyl)-1H-pyrazol-5-yl)-2,4,5,7-tetrahydro-6H-pyrazolo[3,4-c]pyridin-6-yl)(2-methylquinolin-3-yl)methanone CN1N=C2[C@@H](N(CCC2=C1C1=CC(=NN1C)C(F)(F)F)C(=O)C=1C(=NC2=CC=CC=C2C1)C)C